2-(5-cyclopropyl-1-methyl-pyrazol-3-yl)-N-[4-[3-(2-pyridyl)-1H-pyrrolo[3,2-b]pyridin-2-yl]-2-pyridyl]acetamide C1(CC1)C1=CC(=NN1C)CC(=O)NC1=NC=CC(=C1)C1=C(C2=NC=CC=C2N1)C1=NC=CC=C1